3-(Dimethylamino)propionitril CN(CCC#N)C